N-(4-((2-amino-3-(pyrrolidin-1-ylmethyl)pyridin-4-yl)oxy)-3-fluorophenyl)-1-(pyridin-2-yl)-5-(trifluoromethyl)-1H-pyrazole-4-carboxamide NC1=NC=CC(=C1CN1CCCC1)OC1=C(C=C(C=C1)NC(=O)C=1C=NN(C1C(F)(F)F)C1=NC=CC=C1)F